CN(CCOC=1C(=NC=CC1)C#N)C [2-(dimethylamino)ethoxy]pyridine-2-carbonitrile